FC=1C=C(C=CC1F)C=1C=C2C(=NC1)NC(N2CC=2C=NC=CC2)=O 6-(3,4-difluorophenyl)-1-(3-pyridylmethyl)-3H-imidazo[4,5-b]pyridin-2-one